5-(chloromethyl)-2-(2H-1,2,3-triazol-2-yl)pyridine ClCC=1C=CC(=NC1)N1N=CC=N1